C(CCCCCCC)C(C(=O)[O-])(CCCCCCCC)CCCCCCCC.[Nd+3].C(CCCCCCC)C(C(=O)[O-])(CCCCCCCC)CCCCCCCC.C(CCCCCCC)C(C(=O)[O-])(CCCCCCCC)CCCCCCCC neodymium 2,2-dioctyldecanoate